BrC=1C=CC2=C(C(=C(O2)CC)COC2=C(C=CC(=C2)C)CC(=O)OCC)C1 ethyl 2-(2-((5-bromo-2-ethylbenzofuran-3-yl)methoxy)-4-methylphenyl)acetate